CN(C(=O)C=1N=C2N(C3=CC=CC=C3C(C2=O)=O)C1C1=CC=CC=C1)C N,N-dimethyl-4,5-dioxo-1-phenyl-4,5-dihydroimidazo[1,2-a]quinoline-2-carboxamide